3-chloro-6-(difluoromethoxy)-1,2,4-triazine ClC=1N=NC(=CN1)OC(F)F